N1N=CC(=C1)C1=CC=C(C=C1)NC1=NC(=NC=C1)C=1C=C2CCN(CC2=CC1)C(=O)OC1CCC(CC1)(F)F 4,4-difluorocyclohexyl 6-(4-((4-(1H-pyrazol-4-yl)phenyl)amino)pyrimidin-2-yl)-3,4-dihydroisoquinoline-2(1H)-carboxylate